NCC(=O)NCC(=O)N[C@@H](CC1=CC=CC=C1)C(=O)NCC(=O)OC(C)(C)C tert-Butyl glycylglycyl-L-phenylalanylglycinate